OCC1=CC=C(C=C1)CC(=O)O [4-(hydroxymethyl)phenyl]acetic acid